2-((5S)-4-{[3-[(5-fluoro-2-methoxypyrimidin-4-yl)amino]-6,6-dimethyl-4,6-dihydropyrrolo[3,4-c]pyrazol-5(1H)-yl]carbonyl}-1,5-dimethylpiperazin-2-yl)ethanol FC=1C(=NC(=NC1)OC)NC=1C2=C(NN1)C(N(C2)C(=O)N2CC(N(C[C@@H]2C)C)CCO)(C)C